NC(C(=S)[O-])CC 2-aminothiobutyrate